NCCC[Si](OCCCCCCCCCCCCCCCCCC)(OCCCCCCCCCCCCCCCCCC)OCCCCCCCCCCCCCCCCCC 3-aminopropyl-(trioctadecyl-oxysilane)